C1(=CC=CC=C1)C1=NC(=NC(=N1)C1=CC=CC=C1)C1=CC=C(C2=CC=CC=C12)C=1C=C(C=CC1)C=1C(=C(C(=C(C1)C1=CC=CC=C1)C1=CC=CC=C1)C1=CC=CC=C1)C1=CC=CC=C1 2,4-diphenyl-6-(4-(3',4',5'-triphenyl-[1,1':2',1''-terphenyl]-3-yl)naphthalen-1-yl)-1,3,5-triazine